2-(2-fluoropyridin-3-yl)[1,2,4]triazolo[1,5-c]quinazolin FC1=NC=CC=C1C1=NN2C=NC=3C=CC=CC3C2=N1